5,7-dibromo-3-chloro-8,9-dihydro-7H-cyclopenta[H]Isoquinoline BrC1=C2C=C(N=CC2=C2C(=C1)C(CC2)Br)Cl